4-guanidinobutanoate N(C(=N)N)CCCC(=O)[O-]